C1(CC1)N1C=NC(=C1)C(=O)N1C[C@H]([C@@]2(CC1)NCC1=CC=CC=C1C2)O (1-cyclopropyl-1H-imidazol-4-yl)[(3R,3'R)-3'-hydroxy-1,4-dihydro-1'H,2H-spiro[isoquinoline-3,4'-piperidin]-1'-yl]methanone